ClC1=NC=C(C=C1NS(=O)(=O)C=1C=NC=CC1F)Br N-(2-chloro-5-bromopyridin-3-yl)-4-fluoropyridine-3-sulfonamide